1-Ethyl-3-(7-fluoro-5-(2-fluoro-5-((4-oxo-3,4-dihydrophthalazin-1-yl)methyl)phenyl)-1H-benzimidazol-2-yl)urea C(C)NC(=O)NC1=NC2=C(N1)C(=CC(=C2)C2=C(C=CC(=C2)CC2=NNC(C1=CC=CC=C21)=O)F)F